C(C)(C)(C)OC(N(C1=NC=NC(=C1C(C)C)Cl)C(=O)OC(C)(C)C)=O N-tert-Butoxycarbonyl-N-(6-chloro-5-isopropyl-pyrimidin-4-yl)carbamic acid tert-butyl ester